2-(2-thiazolyl)-4-[[phenylmethylsulfonyl]oxy]-5-amino-3(2H)-furanone S1C(=NC=C1)C1OC(=C(C1=O)OS(=O)(=O)CC1=CC=CC=C1)N